(2-(2-(2-(cyclopropylamino)ethyl)-5-fluorophenyl)pyrrol-1-yl)pyrazoline C1(CC1)NCCC1=C(C=C(C=C1)F)C=1N(C=CC1)N1NC=CC1